(3-bromo-2-hydroxy-5-methylphenyl)ethan-1-one tin [Sn].BrC=1C(=C(C=C(C1)C)C(C)=O)O